C(C1=CC=CC=C1)[C@@H]1N(C(OC1)=O)C(CC1CCC2=CC=CC=C12)=O (4S)-4-benzyl-3-(2-(2,3-dihydro-1H-inden-1-yl)acetyl)oxazolidin-2-one